CN(C)\C=C\1/C[C@H](N(C1=O)C(=O)OC(C)(C)C)C(=O)OC 1-(Tert-butyl) 2-methyl (S,E)-4-((dimethylamino)methylene)-5-oxopyrrolidine-1,2-dicarboxylate